methyl 4-((2'-(5-methoxyisoindolin-2-yl)-[2,4'-bipyrimidin]-4-yl)ethynyl)benzoate COC=1C=C2CN(CC2=CC1)C1=NC=CC(=N1)C1=NC=CC(=N1)C#CC1=CC=C(C(=O)OC)C=C1